BrC1=CC(=C(C(=C1)Cl)C(CCC(=O)OC(C)(C)C)(F)C#N)Cl tert-butyl 4-(4-bromo-2,6-dichlorophenyl)-4-cyano-4-fluorobutanoate